ClC1=C(C=CC(=C1)C(F)(F)F)NC(CN1C=2N(C(C3=C1[C@H](OC31CCNCC1)C)=O)N=C(N2)C2=CC=NC=C2)=O (R)-N-(2-chloro-4-(trifluoromethyl)phenyl)-2-(5-methyl-8-oxo-2-(pyridin-4-yl)-5,8-dihydro-4H-spiro[furo[3,4-d][1,2,4]triazolo[1,5-a]pyrimidine-7,4'-piperidin]-4-yl)acetamide